6-methyl-2-(2-chloroethoxy)methyl-4-(2-chlorophenyl)-1,4-dihydro-3,5-pyridinedicarboxylic acid methyl ethyl ester C(C)OC(=O)C=1C(C(=C(NC1C)COCCCl)C(=O)OC)C1=C(C=CC=C1)Cl